FC1=CC=C(CN2CCC3=CC(=CC=C23)NC(C)=O)C=C1 N-(1-(4-fluorobenzyl)indolin-5-yl)acetamide